C(C)C1=CC=C(C=C1)S(=O)(=O)C=1C=NC2=CC=C(C=C2C1N1C=CC=C1)OC(F)(F)F 3-((4-ethylphenyl)sulfonyl)-4-(1H-pyrrole-1-yl)-6-(trifluoromethoxy)quinoline